bipyridine bromate Br(=O)(=O)O.N1=C(C=CC=C1)C1=NC=CC=C1